diethyl 2,2-difluoro-propanedioate FC(C(=O)OCC)(C(=O)OCC)F